2,2-difluoroacetic acid ethyl ester C(C)OC(C(F)F)=O